(R)-1-(6-fluoro-2-benzoxazolyl)-1-(4-methoxyphenyl)-1-ethanol FC1=CC2=C(N=C(O2)[C@](C)(O)C2=CC=C(C=C2)OC)C=C1